5-(5,5-dimethyl-1,3,2-dioxaborinan-2-yl)-1-(2,2,2-trifluoroethyl)indazole CC1(COB(OC1)C=1C=C2C=NN(C2=CC1)CC(F)(F)F)C